O=C1NC(CCC1N1C(C2=CC=CC(=C2C1=O)NCCC(=O)N1CCN(CC1)C1CCN(CC1)C1=NC=C(C(=O)N2CCC(CC2)CCCCNC(\C=C\C=2C=NC=CC2)=O)C=C1)=O)=O (E)-N-(4-(1-(6-(4-(4-(3-((2-(2,6-dioxopiperidin-3-yl)-1,3-dioxoisoindolin-4-yl)amino)propanoyl)piperazin-1-yl)piperidin-1-yl)nicotinoyl)piperidin-4-yl)butyl)-3-(pyridin-3-yl)acrylamide